tert-butyl(1-(cyclopropyl(1-(3-(trifluoromethyl)phenyl)cyclopropyl) amino)-2-methylpropan-2-yl)carbamate C(C)(C)(C)OC(NC(CN(C1(CC1)C1=CC(=CC=C1)C(F)(F)F)C1CC1)(C)C)=O